NC=1C=2N(C=CN1)C(=NC2C2=CC=C(C=C2)OCC2=NC=CC=C2)[C@H]2N(CCC2)C(=O)OC(C)(C)C tert-butyl (S)-2-(8-amino-1-(4-(pyridin-2-ylmethoxy)phenyl)imidazo[1,5-a]pyrazin-3-yl)pyrrolidine-1-carboxylate